8-fluoro-2-methyl-4-(5-methyl-1,3,4-oxadiazol-2-yl)-N-(1-methylcyclopropyl)quinazoline-6-sulfonamide FC=1C=C(C=C2C(=NC(=NC12)C)C=1OC(=NN1)C)S(=O)(=O)NC1(CC1)C